CN1C(C(=CC2=CN=C(C=C12)NC(=O)C1CC1)C=1C=NC(=CC1C)[C@@H](C(F)(F)F)O)=O (S)-N-(1-methyl-3-(4-methyl-6-(2,2,2-trifluoro-1-hydroxyethyl)pyridin-3-yl)-2-oxo-1,2-dihydro-1,6-naphthyridin-7-yl)cyclopropanecarboxamide